6-chloro-2-methyl-1-pyridin-2-yl-1,2-dihydro-3H-pyrazolo[3,4-d]pyrimidin-3-one ClC1=NC=C2C(=N1)N(N(C2=O)C)C2=NC=CC=C2